[NH4+].P(=S)(OCC)(OCC)[O-] diethyl thiophosphate ammonium salt